1-[4-[[5-[2-(3-chlorophenylamino)pyrimidin-5-yl]-3-pyridinyl]amino]-2-methyl-1-piperidinyl]prop-2-en-1-one ClC=1C=C(C=CC1)NC1=NC=C(C=N1)C=1C=C(C=NC1)NC1CC(N(CC1)C(C=C)=O)C